FC1(C(NC(CC1)=O)=O)C1=CC=C(C=C1)C1CCN(CC1)CC(=O)N1CCC(CC1)C=1N=C2N(C=C(C(=C2)OC(C)C)C(=O)NC=2C=NN3C2N=CC=C3)C1 2-[1-[2-[4-[4-(3-Fluoro-2,6-dioxo-3-piperidinyl)phenyl]-1-piperidinyl]acetyl]-4-piperidinyl]-7-isopropoxy-N-pyrazolo[1,5-a]pyrimidin-3-yl-imidazo[1,2-a]pyridine-6-carboxamide